NCC(=O)NC[C@@H](C(=O)OC)NC(C1=C(C=C(C=C1Cl)Br)Cl)=O (S)-methyl 3-(2-aminoacetamido)-2-(4-bromo-2,6-dichlorobenzamido)propanoate